5-(2-(benzo[d]isoxazol-6-ylamino)-5-methylpyrimidin-4-ylamino)benzo[d]oxazol-2(3H)-one O1N=CC2=C1C=C(C=C2)NC2=NC=C(C(=N2)NC=2C=CC1=C(NC(O1)=O)C2)C